[N+](=O)([O-])C=1C(=NN(C1)C1OCCCC1)C1=CC2=C(C=N1)C=NN2 6-(4-nitro-1-(tetrahydro-2H-pyran-2-yl)-1H-pyrazol-3-yl)-1H-pyrazolo[4,3-c]pyridine